(S)-3-chloro-N-(1-(1-(6-((dimethyl(oxo)-λ6-sulfaneylidene)amino)pyrimidin-4-yl)-1H-1,2,4-triazol-5-yl)ethyl)-5-(trifluoromethyl)benzamide ClC=1C=C(C(=O)N[C@@H](C)C2=NC=NN2C2=NC=NC(=C2)N=S(=O)(C)C)C=C(C1)C(F)(F)F